The molecule is an organophosphate oxoanion obtained by deprotonation of the diphosphate OH groups of 5alpha,9beta,10alpha-labda-8(20),13-dien-15-yl diphosphate. It is a conjugate base of a 5alpha,9beta,10alpha-labda-8(20),13-dien-15-yl diphosphate. C/C(=C\\COP(=O)([O-])OP(=O)([O-])[O-])/CC[C@@H]1C(=C)CC[C@@H]2[C@@]1(CCCC2(C)C)C